3-(6-bromo-1,3-benzodiazol-1-yl)piperidine-2,6-dione BrC=1C=CC2=C(N(C=N2)C2C(NC(CC2)=O)=O)C1